[Ca].CCCCCCCCCCCC dodecane Calcium